CC1(CC(=C(CC1)CN1CCN(CC1)C1=CC=C(C(=O)OC)C=C1)C12CC(C1)(C2)C(F)(F)F)C methyl 4-(4-((4,4-dimethyl-2-(3-(trifluoromethyl)bicyclo[1.1.1]pentan-1-yl)cyclohex-1-en-1-yl)methyl)piperazin-1-yl)benzoate